C(C1=CC=CC=C1)CC(=O)O.C(C)(=O)OCC1=CC=CC=C1 benzyl acetate (benzyl acetate)